[(3R)-pyrrolidin-3-yl] 6-[6-[5-(6-methyl-2-pyridyl)-1H-imidazol-4-yl]-3-quinolyl]pyridine-3-carboxylate CC1=CC=CC(=N1)C1=C(N=CN1)C=1C=C2C=C(C=NC2=CC1)C1=CC=C(C=N1)C(=O)O[C@H]1CNCC1